FC1=CC=C2C(=N1)C(C(O2)(C)C)CN (5-fluoro-2,2-dimethyl-2,3-dihydrofuro[3,2-b]pyridin-3-yl)methylamine